tert-butyl 2-methoxy-5-(3-((3-methoxy-3-oxoprop-1-en-2-yl)oxy)prop-1-en-2-yl)benzoate COC1=C(C(=O)OC(C)(C)C)C=C(C=C1)C(=C)COC(=C)C(=O)OC